(3Z)-1-bromo-14,14-dinonyloxy-3-tetradecene BrCC\C=C/CCCCCCCCCC(OCCCCCCCCC)OCCCCCCCCC